ClC1=CC=C(S1)CNC1=CC(=NN1C(C(C)(C)C)=O)C1CN(CC1)S(=O)(=O)C 1-(5-{[(5-Chlorothiophen-2-yl)methyl]amino}-3-(1-methansulfonylpyrrolidin-3-yl)-1H-pyrazol-1-yl)-2,2-dimethylpropan-1-on